(R,E)-ethyl 2-(3-(1-((tert-butylsulfinyl)imino)ethyl)-2-fluoro Phenyl)-2,2-difluoroacetate C(C)(C)(C)[S@@](=O)\N=C(/C)\C=1C(=C(C=CC1)C(C(=O)OCC)(F)F)F